NCCCN1N=NC2=C1C=CC=C2 1-(3-aminopropyl)benzotriazole